8-Methyl-2-[(Oxan-4-yl)methyl]-4,5-dihydro-2H-furo[2,3-g]indazole-7-carboxylic acid ethyl ester C(C)OC(=O)C1=C(C2=C(CCC3=CN(N=C23)CC2CCOCC2)O1)C